4-(benzyloxy)-5,6-difluoro-1H-indole-2-carboxylic acid methyl ester COC(=O)C=1NC2=CC(=C(C(=C2C1)OCC1=CC=CC=C1)F)F